FC1CN(C1)C(=O)C=1N=NC(=C(C1)C)N1CC=2C=C(C=NC2CC1)NC1=CC=NN1C (3-fluoroazetidin-1-yl)(5-methyl-6-(3-((1-methyl-1H-pyrazol-5-yl)amino)-7,8-dihydro-1,6-naphthyridin-6(5H)-yl)pyridazin-3-yl)methanone